ClC1=C(OC=2N=NC(=CC2C(=O)NC2=CC(=NC=C2)OC)C(F)(F)F)C=CC(=C1)F 3-(2-chloro-4-fluorophenoxy)-N-(2-methoxypyridin-4-yl)-6-(trifluoromethyl)pyridazine-4-carboxamide